N-((1R,4r)-4-((((R)-2-(3-Fluorophenyl)-2-hydroxyethyl)amino)methyl)cyclohexyl)benzamide FC=1C=C(C=CC1)[C@H](CNCC1CCC(CC1)NC(C1=CC=CC=C1)=O)O